(1S,2S,6S,Z)-9-hydroxy-2,6-dimethyl-8,10-dioxo-N-(2,4,6-trifluorobenzyl)-3,6,8,10-tetrahydro-2H-1,7-methanopyrido[1,2-b][1,2,5]triazecine-11-carboxamide OC=1C(C(=CN2N3[C@H](C\C=C/[C@@H](N(C(C21)=O)C3)C)C)C(=O)NCC3=C(C=C(C=C3F)F)F)=O